[OH-].C[N+](C)(C)CC1=CC=CC=C1 N,N,N-trimethylbenzylammonium hydroxide